NC=1C(NC2=CC(=CN=C2C1)Cl)=O 3-Amino-7-chloro-1H-1,5-naphthyridin-2-one